9-fluoro-8-(6-fluoro-1H-indol-4-yl)-1,4,4-trimethyl-4,5-dihydropyrido[3,4-e][1,2,4]triazolo[4,3-a]pyrazine FC1=C(N=CC=2NC(C=3N(C21)C(=NN3)C)(C)C)C3=C2C=CNC2=CC(=C3)F